N'-[(3R)-oxolan-3-yl]urea O1C[C@@H](CC1)NC(N)=O